tert-butyl (1S,2S,3R,5R)-2-fluoro-3-((6-(2-(methoxymethoxy)-4-(2-methylthiazol-5-yl)phenyl)pyridazin-3-yl)oxy)-9-azabicyclo[3.3.1]nonane-9-carboxylate F[C@H]1[C@@H]2CCC[C@H](C[C@H]1OC=1N=NC(=CC1)C1=C(C=C(C=C1)C1=CN=C(S1)C)OCOC)N2C(=O)OC(C)(C)C